hydroxyloxide OOO